N-tert-Butyl-6-chloro-3-[[(1R)-1-(2-chloro-3,6-dimethyl-4-oxo-chromen-8-yl)ethyl]amino]pyridine-2-sulfonamide C(C)(C)(C)NS(=O)(=O)C1=NC(=CC=C1N[C@H](C)C=1C=C(C=C2C(C(=C(OC12)Cl)C)=O)C)Cl